(R)-ethyl 2-(2-(5-(tert-butoxycarbonylamino)-3-carbamoyl-1H-indazol-1-yl)-N-(1-(tert-butyldimethylsilyloxy)propan-2-yl)acetamido)acetate C(C)(C)(C)OC(=O)NC=1C=C2C(=NN(C2=CC1)CC(=O)N([C@@H](CO[Si](C)(C)C(C)(C)C)C)CC(=O)OCC)C(N)=O